FC1=CC(=C(OC2=C(N=CN=N2)N2CC3(C2)CCN(CC3)C(=O)OC(C)(C)C)C=C1)C1=CC=NN1C(C)C tert-butyl 2-(6-{4-fluoro-2-[1-(propan-2-yl)-1H-pyrazol-5-yl]phenoxy}-1,2,4-triazin-5-yl)-2,7-diazaspiro[3.5]nonane-7-carboxylate